(S)-N-(1-(3-cyclopropylphenyl)ethyl)-1,2-dimethyl-1H-indole-6-carboxamide C1(CC1)C=1C=C(C=CC1)[C@H](C)NC(=O)C1=CC=C2C=C(N(C2=C1)C)C